1-[4-(2,3-Dimethylphenyl)piperazin-1-yl]-2-{3-[(3aR,4S,6aS)-4-hydroxyhexahydrocyclopenta[c]pyrrol-2(1H)-carbonyl]-5,6-dihydrocyclopenta[c]pyrazol-1(4H)-yl}ethan-1-on CC1=C(C=CC=C1C)N1CCN(CC1)C(CN1N=C(C2=C1CCC2)C(=O)N2C[C@@H]1[C@H](C2)[C@H](CC1)O)=O